5-[4-(5-methoxy-4-methylpyrimidin-2-yl)piperidine-1-carbonyl]-6-methyl-N-(1-methylcyclopropyl)furo[2,3-d]pyrimidin-4-amine COC=1C(=NC(=NC1)C1CCN(CC1)C(=O)C1=C(OC=2N=CN=C(C21)NC2(CC2)C)C)C